COCCNC(C)C N-(2-methoxyethyl)propan-2-amine